N-(3-{4-chloro-6-[(3R)-3-methoxyoxolan-3-yl]pyridin-2-yl}-1-methylpyrrolo[2,3-c]pyridin-5-yl)acetamide ClC1=CC(=NC(=C1)[C@]1(COCC1)OC)C1=CN(C2=CN=C(C=C21)NC(C)=O)C